C(CCCCCCCCCCC\C=C/CCCCCCCC)(=O)N erucic acid monoamide